5-{[(5-chlorothiophen-2-yl)methyl]amino}pyridine ClC1=CC=C(S1)CNC=1C=CC=NC1